C(C=1C(O)=CC=CC1)(=O)OC=1C(C(=O)O)=CC=CC1 salicyloyl-salicylic acid